(diphenyltriazinyl)(diphenyldibenzothiophenyl)biphenyl C1(=CC=CC=C1)C1=C(C(=NN=N1)C=1C(=C(C=CC1)C1=CC=CC=C1)C1=C(C(=CC=2SC3=C(C21)C=CC=C3)C3=CC=CC=C3)C3=CC=CC=C3)C3=CC=CC=C3